2-((4-fluorobenzyl)thio)-4H-imidazole FC1=CC=C(CSC=2N=CCN2)C=C1